C1(CC1)S(=O)(=O)NC=1SC=C(N1)C1(CC1)NC(=O)C=1C=C2C=CN=CC2=CC1 N-(1-(2-(cyclopropanesulfonamido)thiazol-4-yl)cyclopropyl)isoquinoline-6-carboxamide